tert-butyl (R)-4-(3-((5-chloro-4-(1-(benzenesulfonyl)-1H-indol-3-yl) pyrimidin-2-yl) amino) piperidin-1-yl)-5,8-dihydropyrido[3,4-d]pyrimidine-7(6H)-carboxylate ClC=1C(=NC(=NC1)N[C@H]1CN(CCC1)C=1C2=C(N=CN1)CN(CC2)C(=O)OC(C)(C)C)C2=CN(C1=CC=CC=C21)S(=O)(=O)C2=CC=CC=C2